C(C)(C)(C)OC(=O)[C@@H]1N([C@H](CC1)[C@H]1N=C(OC1)C1=NC=CC=C1O)C.C1(=CC(=C2C=CC3=C(C=C(C4=CC=C1C2=C34)NC3=CC=CC=C3)NC3=CC=CC=C3)NC3=CC=CC=C3)NC3=CC=CC=C3 (pyrene-1,3,6,8-tetrayl)tetraaniline (2R,5R)-tert-butyl-5-((R)-2-(3-hydroxypyridin-2-yl)-4,5-dihydrooxazol-4-yl)-1-methylpyrrolidine-2-carboxylate